tert-butyl 4-(6-bromo-1-oxoisoquinolin-2-yl)piperidine-1-carboxylate BrC=1C=C2C=CN(C(C2=CC1)=O)C1CCN(CC1)C(=O)OC(C)(C)C